(S)-N-(2-Amino-1-(3-chlorophenyl)ethyl)-1-(2-((3,3-difluorocyclobutyl)-amino)-5-methylpyrimidin-4-yl)-1H-imidazole-4-carboxamide benzenesulfonic acid salt C1(=CC=CC=C1)S(=O)(=O)O.NC[C@H](C1=CC(=CC=C1)Cl)NC(=O)C=1N=CN(C1)C1=NC(=NC=C1C)NC1CC(C1)(F)F